1-butyl-4-{1-[4-(2,3-dimethylphenoxy)butyl]-1H-benzimidazol-2-yl}pyrrolidin-2-one osmium [Os].C(CCC)N1C(CC(C1)C1=NC2=C(N1CCCCOC1=C(C(=CC=C1)C)C)C=CC=C2)=O